5-methyl-4-(4,4,5,5-tetramethyl-1,3,2-dioxaborolan-2-yl)thiophene-2-carboxylate CC1=C(C=C(S1)C(=O)[O-])B1OC(C(O1)(C)C)(C)C